N-acryloyl-N-methyl-β-alanine ethyl ester C(C)OC(CCN(C)C(C=C)=O)=O